BrC1=C(C(=CN1CCO)C(=O)[O-])C 5-bromo-1-(2-hydroxyethyl)-4-methyl-1H-pyrrole-3-carboxylate